1,1,1-trifluorobut-2-en-2-yl acetate C(C)(=O)OC(C(F)(F)F)=CC